C1(\C=C/C(=O)OC(CO1)C)=O Propylene maleate